BrC=1C=CC(=NC1)C1(CCCCC1)CO [1-(5-bromo-2-pyridyl)cyclohexyl]methanol